4-(tert-butyl)2-ethyl-1-((1-nitronaphthalene-2-yl)methyl)-1H-imidazole-2,4-dicarboxylic acid C(C)(C)(C)C1(NC(N(C1)CC1=C(C2=CC=CC=C2C=C1)[N+](=O)[O-])(C(=O)O)CC)C(=O)O